6-(dimethylamino)-1-hexene CN(CCCCC=C)C